COC1=C(C=CC(=C1)OC)CNC1=NC=CC(=C1F)OC=1C(=C(C(=C(C(=O)[O-])C1)NC1=C(C=C(C=C1)I)F)F)F 5-[2-[(2,4-dimethoxyphenyl)methylamino]-3-fluoropyridin-4-yl]oxy-3,4-difluoro-2-(2-fluoro-4-iodoanilino)benzoate